COC1=CC(=NC=C1)C=O p-methoxypyridine-2-formaldehyde